ethyl (E)-3-(3-methoxy-4-(oxetan-3-ylmethoxy)phenyl)acrylate COC=1C=C(C=CC1OCC1COC1)/C=C/C(=O)OCC